l-2,3-diaminopropionic acid N[C@H](C(=O)O)CN